1-(2-fluoro-5-(2,2,2-trifluoroethoxy)phenyl)cyclopropan-1-amine FC1=C(C=C(C=C1)OCC(F)(F)F)C1(CC1)N